2-[6-(4-aminopiperidin-1-yl)-1-methyl-1H-indazol-4-yl]-N-ethyl-5-fluoro-N-(isopropyl)benzamide NC1CCN(CC1)C1=CC(=C2C=NN(C2=C1)C)C1=C(C(=O)N(C(C)C)CC)C=C(C=C1)F